Trimethylamine hydrochloride salt Cl.CN(C)C